OC=1C(C=CN2N([C@H]3N(C(C21)=O)CCOC3)[C@@H](C3=CC=CC=C3)C3=CC(=C(C=C3)F)F)=O (12aR)-7-Hydroxy-12-[(S)-(3,4-difluorophenyl)(phenyl)methyl]-3,4,12,12a-tetrahydro-1H-[1,4]oxazino[3,4-c]pyrido[2,1-f][1,2,4]triazin-6,8-dion